FC=1C=C(C=C2C(=CC=NC12)[C@@H](C)O)C1=NC(=NC=C1F)NC1=NC=C(C=C1)N1CCNCC1 |r| (±)-1-(8-Fluoro-6-(5-fluoro-2-((5-(piperazin-1-yl)pyridin-2-yl)amino)pyrimidin-4-yl)quinolin-4-yl)ethanol